3-methyl-2-butenal-diprenylacetal C(C=C(C)C)OC(C=C(C)C)OCC=C(C)C